CC1NC(CC2=C1NC1=CC=CC=C21)C(=O)N 1-methyl-2,3,4,9-tetrahydro-1H-pyrido[3,4-b]indole-3-carboxamide